C(CC)(=O)C=1C(=NC=CC1)N1CCN(CC1)[C@H]1CC2(CN(C2)C(=O)OCC)CC1 (R)-ethyl 6-(4-(3-propionylpyridin-2-yl)piperazin-1-yl)-2-azaspiro[3.4]octane-2-carboxylate